FC(COCCN1N=CN=N1)(F)F 2-(2-(2,2,2-trifluoroethoxy)ethyl)-2H-tetrazol